N-(4-{[6-(5-chloro-2-fluorophenyl)-3-[(2-hydroxyethyl)sulfanyl]pyridazin-4-yl]amino}pyridin-2-yl)-3-(3,5-dimethylpiperazin-1-yl)propanamide ClC=1C=CC(=C(C1)C1=CC(=C(N=N1)SCCO)NC1=CC(=NC=C1)NC(CCN1CC(NC(C1)C)C)=O)F